3,5,5-trimethyl-hexyl 1,1-dimethylpropyl ether CC(CC)(C)OCCC(CC(C)(C)C)C